(S)-1-(3'-methoxy-4-methyl-[1,1'-biphenyl]-2-yl)-2,2-dimethylpropan-1-ol COC=1C=C(C=CC1)C1=C(C=C(C=C1)C)[C@H](C(C)(C)C)O